2-((2-((1H-benzo[d][1,2,3]triazol-5-yl)methyl)-3-oxoisoindolin-1-yl)methyl)benzonitrile N1N=NC2=C1C=CC(=C2)CN2C(C1=CC=CC=C1C2=O)CC2=C(C#N)C=CC=C2